nickel-phosphorus salt [P].[Ni]